OCC1=C(C(=O)O)C=CC(=C1)CCCCCCCC 2-(hydroxymethyl)-4-octyl-benzoic acid